C12=CC=C(N1)C=C1C=CC(=N1)C=C1C=CC(N1)=CC=1C=CC(N1)=C2.[Zn+3] zinc (III) porphyrin